NC1=C(SC2=NC(=CN=C21)C)C(=O)NC2CC=1C=CC(=NC1CC2)N2CC1(C(CCO1)C)C(C2)N 7-amino-N-(2-{9-amino-4-methyl-1-oxa-7-azaspiro[4.4]nonan-7-yl}-5,6,7,8-tetrahydroquinolin-6-yl)-3-methylthieno[2,3-b]pyrazine-6-carboxamide